(2E)-2-Methoxyimino-N-methyl-2-[3-methyl-2-[[(E)-1-(p-tolyl)ethylidene-amino]oxymethyl]phenyl]acetamide CO\N=C(\C(=O)NC)/C1=C(C(=CC=C1)C)CO/N=C(\C)/C1=CC=C(C=C1)C